ClC=1C=C(C=CC1)N1C=NC=2C1=NC=C(C2)C(=O)OC methyl 3-(3-chlorophenyl)-3H-imidazo[4,5-b]pyridine-6-carboxylate